picene-2-carboxylic acid benzyl ester C(C1=CC=CC=C1)OC(=O)C1=CC2=C3C=CC4=C5C=CC=CC5=CC=C4C3=CC=C2C=C1